ClC1=CC=C2C(=CNC2=C1C1=NC(=CC=C1)C)S(=O)(=O)NC1=NC(=C(C(=N1)OC)OC(F)F)OC 6-chloro-N-[5-(difluoromethoxy)-4,6-dimethoxy-pyrimidin-2-yl]-7-(6-methyl-2-pyridyl)-1H-indole-3-sulfonamide